Perfluoro oxide FOF